5-bromo-3-isopropyl-1,3-benzoxazol-2(3H)-one BrC=1C=CC2=C(N(C(O2)=O)C(C)C)C1